FC(O[C@H]1C[C@H](CC1)C=1C=C(C=CC1)C=1C(=NC(=NC1)NS(=O)(=O)C1=CC=CC=C1)C1=C(C=CC=C1)C(F)(F)F)(F)F N-(5-(3-((1S,3R)-3-(trifluoromethoxy)cyclopentyl)phenyl)-4-(2-(trifluoromethyl)phenyl)pyrimidin-2-yl)benzenesulfonamide